[Si](C1=CC=CC=C1)(C1=CC=CC=C1)(C(C)(C)C)O[C@@H]1[C@@H](CN(CC1)C1(COC1)C)F |r| (3R,4S) and (3S,4R)-4-((tert-butyldiphenylsilyl)oxy)-3-fluoro-1-(3-methyloxetan-3-yl)piperidine